C(C=C)(=O)N1[C@H](CCC1)COC(=O)N[C@@H](CC1=CC=CC=C1)B(O)O ((R)-1-(((((R)-1-acryloylpyrrolidin-2-yl)methoxy)carbonyl)amino)-2-phenylethyl)boronic acid